NC=1C2=C(N=CN1)N(C=C2)[C@H]2[C@@H]([C@@H]([C@H](C2)C2=CC=C(C=C2)N)O)O (1r,2s,3r,5r)-3-(4-amino-7H-pyrrolo[2,3-d]pyrimidin-7-yl)-5-(4-aminophenyl)cyclopentane-1,2-diol